2-Chloro-N-(4-chloro-2-(7-fluoro-1-tosyl-1H-indazole-4-carbonyl)-6-methylpyridin-3-yl)acetamide ClCC(=O)NC=1C(=NC(=CC1Cl)C)C(=O)C=1C=2C=NN(C2C(=CC1)F)S(=O)(=O)C1=CC=C(C)C=C1